O1C(OC2=C1C=CC=C2)C2C=C(N=C(S2)N)C2=CC=CC=C2 6-(benzo1,3-dioxolanyl)-4-phenyl-6H-1,3-thiazin-2-amine